Potassium (4R)-2-oxooxazolidine-4-carboxylate O=C1OC[C@@H](N1)C(=O)[O-].[K+]